N-[rac-(1S,2S)-2-(2,4-dichloro-phenyl)cyclobutyl]-2-(trifluoromethyl)nicotinamide ClC1=C(C=CC(=C1)Cl)[C@H]1[C@H](CC1)NC(C1=C(N=CC=C1)C(F)(F)F)=O |r|